FC(OC1=CC=C(C=N1)\C=C\C(CCCCC1=NC=2NCCCC2C=C1)O)F (E)-1-(6-(difluoromethoxy)pyridin-3-yl)-7-(5,6,7,8-tetrahydro-1,8-naphthyridin-2-yl)hept-1-en-3-ol